(4-hydroxypiperidin-1-yl)(3-(2-((2-(piperidin-1-yl)quinazolin-4-yl)amino)ethoxy)phenyl)methanone OC1CCN(CC1)C(=O)C1=CC(=CC=C1)OCCNC1=NC(=NC2=CC=CC=C12)N1CCCCC1